COC([C@H](CC1CCN(CC1)CC)NC(=O)OC(C)(C)C)=O (S)-2-((tert-Butoxycarbonyl)amino)-3-(1-ethylpiperidin-4-yl)propanoic acid methyl ester